O=C1N(CC2(C(C1)=O)CCOCC2)C(=O)OC(C)(C)C tert-butyl 3,5-dioxo-9-oxa-2-azaspiro[5.5]undecane-2-carboxylate